N[C@@H]1CC[C@H](CC1)OCC(C)(O)C 1-((Trans-4-aminocyclohexyl)oxy)-2-methylpropan-2-ol